NCC(CN1N=CN(C1=O)C=1C=NC(=CC1)C1=CC2=C(OCO2)C=C1)=C(F)F 2-[2-(aminomethyl)-3,3-difluoro-allyl]-4-[6-(1,3-benzodioxol-5-yl)-3-pyridinyl]-1,2,4-triazol-3-one